1-(6-(aminomethyl)pyridin-2-yl)ethanol dihydrochloride Cl.Cl.NCC1=CC=CC(=N1)C(C)O